(2-((2,2-dimethylazetidin-1-yl)methyl)-3-fluorophenyl)-methylamine CC1(N(CC1)CC1=C(C=CC=C1F)NC)C